Cl.C(C)N=C=NCCCN(C)C N'-(ethyliminomethylene)-N,N-dimethyl-1,3-propanediamine monohydrochloride